C1(CC1)CN1CC2C(C1)CC(C2)N2CCC(CC2)C2=CC(=C1C(=N2)N(C(=N1)C1=CC(=C(C=C1)OC)OC)C)C 5-(1-(2-(cyclopropylmethyl)octahydrocyclopenta[c]pyrrol-5-yl)piperidin-4-yl)-2-(3,4-dimethoxyphenyl)-3,7-dimethyl-3H-imidazo[4,5-b]pyridine